O-(3-hydroxy-2-(hydroxymethyl)-2-(astatomethyl)propyl)-L-tyrosine OCC(COC1=CC=C(C[C@H](N)C(=O)O)C=C1)(C[At])CO